CS(=O)(=O)C1=NN=C(S1)NC(C1=C(C=CC=C1)C(F)(F)F)=O N-(5-(methylsulfonyl)-1,3,4-thiadiazol-2-yl)-2-(trifluoromethyl)benzamide